trans-2-oxabicyclo[3.2.0]heptan-7-amine hydrochloride Cl.C12OCCC2CC1N